3-(((1R)-1-(2-(3-azabicyclo[3.1.0]hexan-3-yl)-3-ethyl-6-methyl-4-oxo-3,4-dihydroquinazolin-8-yl)ethyl)amino)-6-chloropicolinic acid C12CN(CC2C1)C1=NC2=C(C=C(C=C2C(N1CC)=O)C)[C@@H](C)NC=1C(=NC(=CC1)Cl)C(=O)O